OCCCNC(\C=C\C1=CC=C(C=C1)C)=O (2E)-N-(3-hydroxypropyl)-3-(4-methylphenyl)prop-2-enamide